(1R,2S)-5'-methoxy-2-{3-[(1-methylpyrazol-4-yl)amino]-1H-indazol-6-yl}-1'H-spiro[cyclopropane-1,3'-indol]-2'-one COC=1C=C2[C@]3(C(NC2=CC1)=O)[C@@H](C3)C3=CC=C1C(=NNC1=C3)NC=3C=NN(C3)C